C[C@H]1[C@H]([C@H]([C@@H]([C@@H](O1)O[C@@H]2[C@H]([C@H](CO[C@H]2O[C@@H]3[C@H]([C@@H](O[C@@H]([C@H]3O)CO)O)NC(=O)C)O)O)O)O)O The molecule is an amino trisaccharide consisting of alpha-L-fucopyranose, alpha-L-arabinopyranose and 2-acetamido-2-deoxy-beta-D-glucopyranose residues joined in sequence by (1->2) and (1->3) glycosidic bonds. It is a member of acetamides and an amino trisaccharide.